5-(6-isopropyl-2-(1-(oxetan-3-yl)piperidin-4-yl)-4H-pyrrolo[3,2-d]thiazol-5-yl)quinoline-8-carbonitrile C(C)(C)C1=C(NC2=C1N=C(S2)C2CCN(CC2)C2COC2)C2=C1C=CC=NC1=C(C=C2)C#N